N(=[N+]=[N-])C(C)C1=C(C(=O)O)C=CC=C1 2-(1-azidoethyl)benzoic acid